1-cyclopropyl-6-fluoro-4-oxo-1,4-dihydroquinoline-3-carboxylic acid C1(CC1)N1C=C(C(C2=CC(=CC=C12)F)=O)C(=O)O